F[C@H]1C[C@H](N(C1)C(CN1CCC(CC1)OC1=C2C=C(C=NC2=CC=C1)F)=O)C#N (2S,4S)-4-fluoro-1-[2-[4-[(3-fluoro-5-quinolyl)oxy]-1-piperidyl]acetyl]pyrrolidine-2-carbonitrile